6-hydroxy-2,3-dihydrospiro[chromen-4,1'-cyclopropane] OC=1C=C2C(=CC1)OCCC21CC1